diethyl 2-(3-(8-(tert-butoxycarbonyl)-5,6,7,8-tetrahydro-1,8-naphthyridin-2-yl) propyl)malonate C(C)(C)(C)OC(=O)N1CCCC=2C=CC(=NC12)CCCC(C(=O)OCC)C(=O)OCC